Ethyl 6-(4-(([1,1'-biphenyl]-4-ylmethyl)carbamoyl)-1H-pyrazol-1-yl)nicotinate C1(=CC=C(C=C1)CNC(=O)C=1C=NN(C1)C1=NC=C(C(=O)OCC)C=C1)C1=CC=CC=C1